tert-butyl 4-[7-({8-fluoro-2-methylimidazo[1,2-a]pyridin-6-yl} carbamoyl)-2-(3-methoxypropyl)indazol-4-yl]piperazine-1-carboxylate FC=1C=2N(C=C(C1)NC(=O)C1=CC=C(C3=CN(N=C13)CCCOC)N1CCN(CC1)C(=O)OC(C)(C)C)C=C(N2)C